(2R,4R)-1-tert-butoxycarbonyl-4-hydroxy-4-methyl-pyrrolidine-2-carboxylic acid C(C)(C)(C)OC(=O)N1[C@H](C[C@@](C1)(C)O)C(=O)O